N1=CC=C2C=CC(C=C12)=O 6-indolone